benzoxazolium chloride [Cl-].O1C=[NH+]C2=C1C=CC=C2